(3-chlorophenyl)((1S,2aS,7bS)-2a-methyl-1-(pyridin-2-yl)-2,2a-dihydrobenzo[b]cyclobuta[d]thiophen-7b(1H)-yl)methanone ClC=1C=C(C=CC1)C(=O)[C@]12C3=C(S[C@]1(C[C@@H]2C2=NC=CC=C2)C)C=CC=C3